C1(CC1)C1=NC(=NO1)C1(CCN(CC1)C(=O)NC1=C(C=CC=C1C=1C=NC(=NC1)C(C)C)F)C 4-(5-cyclopropyl-1,2,4-oxadiazol-3-yl)-N-{2-fluoro-6-[2-(propan-2-yl)pyrimidin-5-yl]phenyl}-4-methylpiperidine-1-carboxamide